2-[(3-methylcyclobutanecarbonyl)amino]-4-[2-phenoxyethyl-[4-(5,6,7,8-tetrahydro-1,8-naphthyridin-2-yl)butyl]amino]butanoic acid CC1CC(C1)C(=O)NC(C(=O)O)CCN(CCCCC1=NC=2NCCCC2C=C1)CCOC1=CC=CC=C1